C[C@@H]1O[C@@H](CN(C1)C1=CC(=CC(=N1)C1=NC2=CC(=NC=C2C=C1)CNC(C1=CC(=C(C=C1)C)S(=O)(=N)CCO)=O)F)C N-((2-(6-((cis)-2,6-dimethylmorpholino)-4-fluoropyridin-2-yl)-1,6-naphthyridin-7-yl)methyl)-3-(2-hydroxyethylsulfonimidoyl)-4-methylbenzamide